FC1=CC=C(C=C1)C#CC(C)N 4-(4-fluoro-phenyl)but-3-yn-2-amine